N-methyl-1-(4-{6-[2-(pyridin-2-yl)acetamido]pyridazin-3-yl}butyl)-1H-1,2,3-triazole-4-carboxamide CNC(=O)C=1N=NN(C1)CCCCC=1N=NC(=CC1)NC(CC1=NC=CC=C1)=O